tert-butyl (s)-(1-(3-amino-5-chloropyridin-4-yl)pyrrolidin-3-yl)carbamate NC=1C=NC=C(C1N1C[C@H](CC1)NC(OC(C)(C)C)=O)Cl